CC(C(=O)C=1SC=C(C1)C)(C)N1CCOCC1 methyl-1-(4-methylthiophenyl)-2-morpholinyl-1-propanone